tert-butyl (S)-2-((S)-3-(1H-indol-3-yl)-2-(quinuclidine-4-carboxamido)propanamido)-6-diazo-5-oxohexanoate N1C=C(C2=CC=CC=C12)C[C@@H](C(=O)N[C@H](C(=O)OC(C)(C)C)CCC(C=[N+]=[N-])=O)NC(=O)C12CCN(CC1)CC2